COC[C@H]1[C@@H](C1)C1=CNC=2N=CN=C(C21)N[C@@H]2CC[C@@H](N(C2)C(C=C)=O)C 1-((2s,5r)-5-((5-((1r,2r)-2-(methoxymethyl)cyclopropyl)-7H-pyrrolo[2,3-d]pyrimidin-4-yl)amino)-2-methylpiperidin-1-yl)prop-2-en-1-one